C(#N)C1=CN=C(S1)N1CCC(=CC1)C=1C(=CC(=C(C1)NC(=O)C1=CNC(C=C1C(F)F)=O)N1C[C@H](N(CC1)C)C)F N-[5-[1-(5-cyano-1,3-thiazol-2-yl)-3,6-dihydro-2H-pyridin-4-yl]-4-fluoro-2-[(3R)-3,4-dimethylpiperazin-1-yl]phenyl]-4-(difluoromethyl)-6-oxo-1H-pyridine-3-carboxamide